tert-butyl N-[1-[(4-cyanophenyl)methyl]-5,5,7-trifluoro-2-oxo-8-(2-oxo-3H-1,3,4-oxadiazol-5-yl)-3,4-dihydro-1-benzazepin-3-yl]carbamate C(#N)C1=CC=C(C=C1)CN1C(C(CC(C2=C1C=C(C(=C2)F)C2=NNC(O2)=O)(F)F)NC(OC(C)(C)C)=O)=O